N-sulfonyl-formamidine S(=O)(=O)=NC=N